C(C1=CC=CC=C1)OC(=O)N(C1CC2(CN(C2)C(=O)OC(C)(C)C)C1)C tert-butyl 6-((benzyloxycarbonyl) (methyl) amino)-2-azaspiro[3.3]heptane-2-carboxylate